P(=O)(O)(O)O.NCCC1=CC(O)=C(O)C=C1 dopamine-phosphate